O1CCN(CC1)C=1OC=2C(=NC(=C(C2)[N+](=O)[O-])N2C[C@@H](CC2)O)N1 (R)-1-(2-morpholino-6-nitrooxazolo[4,5-b]pyridin-5-yl)pyrrolidin-3-ol